FC(C=1C=C(C=CC1)C(CC)N)(F)F [3-(trifluoromethyl)phenyl]propan-1-amine